4-bromotetrahydro-2H-thiopyran-1,1-dioxide BrC1CCS(CC1)(=O)=O